C(CCCCCCCCCCCCCCCCC)[Na] octadecylsodium